[Mn](=O)(=O)(=O)[O-].[K+].[Mn](=O)(=O)(=O)O permanganic acid Potassium permanganate